Cl.F[C@@H]1CC=2N(C=NC2[C@H](C(=O)NC=2SC=CN2)N2C(C3=CC(=CC(=C3C2)F)C2=CC=C(C=C2)N2CCNCC2)=O)C1 |&1:9| (2RS)-2-[(6R)-6-fluoro-6,7-dihydro-5H-pyrrolo[1,2-c]imidazol-1-yl]-2-[4-fluoro-1-oxo-6-(4-piperazin-1-ylphenyl)isoindolin-2-yl]-N-thiazol-2-yl-acetamide hydrochloride salt